OC1CC(CC(C1)O)O 1,3,5-Trihydroxycyclohexan